FC(C(=O)O)(F)F.N1C[C@H](OCC1)CO (S)-morpholin-2-ylmethanol, trifluoroacetic acid salt